FC(CCCCCCCCCCCCCCCCC[C@@H](COC(C1=CC=CC=C1)(C1=CC=CC=C1)C1=CC=CC=C1)O)(F)F (2S)-20,20,20-trifluoro-1-trityloxy-icosan-2-ol